N4-(benzo[d]oxazol-2(3H)-on-5-yl)-N2-[2-(4-methylpiperazino)pyridin-4-yl]-5-methylpyrimidine-2,4-diamine O1C(NC2=C1C=CC(=C2)NC2=NC(=NC=C2C)NC2=CC(=NC=C2)N2CCN(CC2)C)=O